3-hydroxycyclohexa-2-en-1-one OC1=CC(CCC1)=O